N1C=NC=C1C=1C=C2C(=NC1)NC=C2C(=O)C=2C(=C(C=CC2F)NS(=O)(=O)CCC)F N-(3-(5-(1H-imidazol-5-yl)-1H-pyrrolo[2,3-b]pyridine-3-carbonyl)-2,4-difluorophenyl)-propane-1-sulfonamide